C(CCCCCCCC(=O)O)(=O)O.N[C@@H](CCCCN)C(=O)O lysine nonanedioate